(4-bromophenyl)(4-phenylquinolin-3-yl)methanone BrC1=CC=C(C=C1)C(=O)C=1C=NC2=CC=CC=C2C1C1=CC=CC=C1